NC1C(N(CCC1)CC1=CC(=CC=C1)C(F)(F)F)=O 3-amino-1-(3-(trifluoromethyl)benzyl)piperidin-2-one